aluminum(III) s-butoxide CCC(C)O[Al](OC(C)CC)OC(C)CC